COC1CCN(CC1)C=1SC(=CN1)C=1C(=NC2=CC(=CC(=C2C1)C(C)O)C)C=1C(=NOC1)C 1-(3-(2-(4-methoxypiperidin-1-yl)thiazol-5-yl)-7-methyl-2-(3-methylisoxazol-4-yl)quinolin-5-yl)ethan-1-ol